6-octadecenyl-succinic anhydride C(CCCCC=CCCCCCCCCCCC)C1C(=O)OC(C1)=O